The molecule is a hydrobromide salt prepared from N-methyl-6-chloro-1-(3-methylphenyl)-2,3,4,5-tetrahydro-3-benzazepine-7,8-diol and one equivalent of hydrogen bromide. Dopamine D1-like receptor partial agonist (Ki values are 1.18, 7.56, 920 and 399 nM for rat D1, D5, D2 and D3 receptors respectively). May act as an antagonist in vivo, producing anti-Parkinsonian effects and antagonising the behavioral effects of cocaine. It has a role as a dopamine agonist and a prodrug. It contains a N-methyl-6-chloro-1-(3-methylphenyl)-2,3,4,5-tetrahydro-3-benzazepinium-7,8-diol(1+). CC1=CC(=CC=C1)C2CN(CCC3=C(C(=C(C=C23)O)O)Cl)C.Br